nickel-titanium tantalum [Ta].[Ti].[Ni]